zinc o-bromobenzoate BrC1=C(C(=O)[O-])C=CC=C1.[Zn+2].BrC1=C(C(=O)[O-])C=CC=C1